CC1(N(C(=CN1)C1=C(C(=C(C=C1)OCC#N)F)F)C)C(=O)NC1=CC(=C(C=C1)C(=O)N1CCN(CC1)CCCN(C)C)Cl 2-methyl-N-[3-chloro-4-[4-[3-(dimethylamino)propyl]piperazine-1-carbonyl]phenyl]-5-[4-(cyanomethoxy)-2,3-difluoro-phenyl]-1-methyl-imidazole-2-carboxamide